(3S,5S,8S,10S,13R,14S,17R)-17-((R)-4-(1-hydroxycyclopropyl)butan-2-yl)-3,10,13-trimethyl-2,3,4,5,6,7,8,10,12,13,14,15,16,17-tetradecahydro-1H-cyclopenta[a]phenanthren-3-ol OC1(CC1)CC[C@@H](C)[C@H]1CC[C@H]2[C@@H]3CC[C@H]4C[C@](CC[C@@]4(C3=CC[C@]12C)C)(O)C